CC=1C=C(C=CC=CC(=O)O)C=CC1 m-methyl-styrene-acrylic acid